perfluoro(2,4-dimethyl-3-pentanone) FC(C(C(C(C(F)(F)F)(C(F)(F)F)F)=O)(C(F)(F)F)F)(F)F